BrC=1C=C2CCN(C(C2=CC1)=O)CC(CN1CC2=CC=CC=C2CC1)O 6-bromo-2-(3-(3,4-dihydroisoquinolin-2(1H)-yl)-2-Hydroxypropyl)-3,4-dihydroisoquinolin-1(2H)-one